N-(4-amino-2H-pyrazolo[4,3-c]pyridin-7-yl)-N'-(chroman-5-ylmethyl)-N'-(2-pyridylmethyl)oxamide Hydrogen chloride Cl.NC1=NC=C(C=2C1=CNN2)NC(=O)C(=O)N(CC2=NC=CC=C2)CC2=C1CCCOC1=CC=C2